3-(2-piperazin-1-ylpyrimidin-5-yl)-1H-indazole N1(CCNCC1)C1=NC=C(C=N1)C1=NNC2=CC=CC=C12